N-(((4-methylquinazolin-2-yl)amino)((2-(piperidin-1-yl)ethyl)amino)methylene)acetamide CC1=NC(=NC2=CC=CC=C12)NC(=NC(C)=O)NCCN1CCCCC1